6-bromo-1-methyl-1,2,3,4-tetrahydro-1,8-naphthyridin-2-one BrC=1C=C2CCC(N(C2=NC1)C)=O